The molecule is an 8,9-EET(1-) that is the conjugate base of (8R,9S)-EET, obtained by deprotonation of the carboxy group; major species at pH 7.3. It is a conjugate base of an (8R,9S)-EET. It is an enantiomer of an (8S,9R)-EET(1-). CCCCC/C=C\\C/C=C\\C[C@H]1[C@H](O1)C/C=C\\CCCC(=O)[O-]